N-(1-(3-(4-Methyl-5-oxo-5,6-dihydro-4H-1,3,4-thiadiazin-2-yl)pyrazin-2-yl)ethyl)-3,5-bis(trifluoromethyl)benzamide CN1N=C(SCC1=O)C=1C(=NC=CN1)C(C)NC(C1=CC(=CC(=C1)C(F)(F)F)C(F)(F)F)=O